3-(5-(2-methoxyethoxy)-1H-indol-3-yl)urea COCCOC=1C=C2C(=CNC2=CC1)NC(N)=O